FC(OC1=C(C=C2C(=NC=NC2=C1)C=1C(=NN(C1)C)C1=CC=CC=C1)C1(CC1)C(=O)N)F (7-(difluoromethoxy)-4-(1-methyl-3-phenyl-1H-pyrazol-4-yl)quinazolin-6-yl)cyclopropanecarboxamide